6,6-dimethylcaproic acid CC(CCCCC(=O)O)C